BrC=1C=C(C=CC1)[C@@H](C)NC1=NC(=NC2=CC(=C(C=C12)OC)OCCCCCCNC(OC(C)(C)C)=O)C (R)-tert-butyl (6-((4-((1-(3-bromophenyl)ethyl)amino)-6-methoxy-2-methylquinazolin-7-yl)oxy)hexyl)carbamate